CC=1N(C(C2=C(N1)C(=NC(=N2)[C@H]2C[C@H](OCC2)C=2C=NN(C2)C)C=2C=NC(=CC2)C(F)(F)F)=O)C 2,3-dimethyl-6-((2S,4R)-2-(1-methyl-1H-pyrazol-4-yl)tetrahydro-2H-pyran-4-yl)-8-(6-(trifluoromethyl)pyridin-3-yl)pyrimido[5,4-d]pyrimidin-4(3H)-one